methoxyisobutylacrylonitrile COC=C(C#N)CC(C)C